ClC1=C(C=C2CCNCC2=C1)NC1=NC=C(C(=N1)C1=CC2=C(C(N(CCS2(=O)=O)CC)=O)S1)C(F)(F)F 7-(2-((7-chloro-1,2,3,4-tetrahydroisoquinolin-6-yl)amino)-5-(trifluoromethyl)pyrimidin-4-yl)-4-ethyl-3,4-dihydrothieno[2,3-f][1,4]thiazepin-5(2H)-one 1,1-dioxide